ClC1=C(C=CC=C1)SC1CCN(CC1)C(CNC(=O)C1=NNC(=C1)C1=CC=CC=C1)=O 5-Phenyl-1H-pyrazole-3-carboxylic acid {2-[4-(2-chlorophenylsulfanyl)-piperidin-1-yl]-2-oxo-ethyl}-amide